C[Si](CCOCN1N=C(C=CC1)C(=O)N)(C)C 1-((2-(trimethylsilyl)ethoxy)methyl)-1,6-dihydropyridazine-3-carboxamide